C(C)(C)(C)OC(=O)NCCCC[C@@H](C(=O)NC1=CC=C(C=C1)CO)NC([C@H](C(C)C)NC(OCC1C2=CC=CC=C2C=2C=CC=CC12)=O)=O (9H-fluoren-9-yl)methyl ((S)-1-(((S)-6-((tert-butoxycarbonyl)amino)-1-((4-(hydroxymethyl)phenyl)amino)-1-oxohexan-2-yl)amino)-3-methyl-1-oxobutan-2-yl)carbamate